BrCCOCCOCCOCCOCCOCCOCC(OC)OC 2-[2-[2-[2-[2-[2-(2-bromoethoxy)ethoxy]ethoxy]ethoxy]ethoxy]ethoxy]-1,1-dimethoxy-ethane